N-(isobutyl(methyl)(oxo)-λ6-sulfaneylidene)-4-(5-(trifluoromethyl)-1,2,4-oxadiazol-3-yl)benzamide C(C(C)C)S(=NC(C1=CC=C(C=C1)C1=NOC(=N1)C(F)(F)F)=O)(=O)C